N1(CCN(CC1)CN)CN 4-piperazinedimethylamine